((3-((2-(2-fluorophenyl)-4-((methylamino)methyl)-1H-pyrrol-1-yl)sulfonyl)phenyl)amino)-N-Methylacetamide FC1=C(C=CC=C1)C=1N(C=C(C1)CNC)S(=O)(=O)C=1C=C(C=CC1)NCC(=O)NC